(±)-2-methyl-N-(oxetan-3-ylidene)propane-2-sulfinamide CC(C)(C)[S@@](=O)N=C1COC1 |r|